5-Cyclopropyl-6-(3-methylimidazo[4,5-c]pyridin-7-yl)-3-[[3-methyl-1-(2,2,2-trifluoroethyl)pyrazol-4-yl]amino]pyrazine-2-carboxamide C1(CC1)C=1N=C(C(=NC1C=1C2=C(C=NC1)N(C=N2)C)C(=O)N)NC=2C(=NN(C2)CC(F)(F)F)C